2-trichloro-1-(1-methyl-4-nitro-1H-pyrrol-2-yl)ethanone CN1C=C(C=C1C(=O)C(Cl)(Cl)Cl)[N+](=O)[O-]